1-[4-[4-[5-(2,6-difluorophenyl)-4,5-dihydro-1,2-oxazol-3-yl]-1,3-thiazol-2-yl]piperidin-1-yl]-2-[5-methyl-3-(trifluoromethyl)-1H-pyrazol-1-yl]ethanone FC1=C(C(=CC=C1)F)C1CC(=NO1)C=1N=C(SC1)C1CCN(CC1)C(CN1N=C(C=C1C)C(F)(F)F)=O